NC1=CC(=C(N=N1)Cl)[C@H](NCC(CN)(F)F)C1CC1 (R)-N1-((6-amino-3-chloropyridazin-4-yl)(cyclopropyl)methyl)-2,2-difluoropropane-1,3-diamine